3,7-dichloro-2-naphthoic acid sodium salt [Na+].ClC=1C(=CC2=CC(=CC=C2C1)Cl)C(=O)[O-]